4-(2-amino-7-methyl-benzimidazol-1-yl)cyclohexanol NC1=NC2=C(N1C1CCC(CC1)O)C(=CC=C2)C